OC=1C(=CC(=C(C1)NC(=O)C1=CNC2=CC=CC=C2C1=O)[Si](C)(C)C)[Si](C)(C)C N-(5-Hydroxy-2,4-bis(trimethylsilyl)phenyl)-4-oxo-1,4-dihydroquinoline-3-carboxamide